5-methoxybenzooxazol COC=1C=CC2=C(N=CO2)C1